2-(3,6-dihydro-2H-pyridin-4-yl)-4,4,5,5-tetramethyl-1,3,2-dioxaborolan N1CCC(=CC1)B1OC(C(O1)(C)C)(C)C